C(C=C)(=O)N1[C@H](CN(CC1)C1=NC(=NC=2C[C@@H](CCC12)N1CCCC2=CC=C(C=C12)F)N1C[C@H]([C@@H](C1)OC)N(C)C)CC#N 2-((S)-1-Acryloyl-4-((R)-2-((3R,4R)-3-(dimethylamino)-4-methoxypyrrolidin-1-yl)-7-(7-fluoro-3,4-dihydroquinolin-1(2H)-yl)-5,6,7,8-tetrahydroquinazolin-4-yl)piperazin-2-yl)acetonitrile